(2R,4S)-4-([1,1'-biphenyl]-4-yl)-N-((S)-1-((4-amidinobenzyl)amino)-1-oxoprop-2-yl)piperidine-2-carboxamide bis-trifluoroacetate FC(C(=O)O)(F)F.FC(C(=O)O)(F)F.C1(=CC=C(C=C1)[C@@H]1C[C@@H](NCC1)C(=O)N[C@H](C(=O)NCC1=CC=C(C=C1)C(N)=N)C)C1=CC=CC=C1